NN1C(N(C2=NC(=NC=C12)S(=O)(=N)CC)CC1=CC=C(C=C1)C)=O amino-2-(ethylsulfonimidoyl)-9-(p-tolylmethyl)-7H-purin-8-one